Vinyl ether phosphate sodium salt [Na+].P(=O)([O-])([O-])[O-].C(=C)OC=C.[Na+].[Na+]